OCC1=CC=C2C(=N1)C=C(N2)C(=O)N2CCOCC2 (5-(hydroxymethyl)-1H-Pyrrolo[3,2-b]pyridin-2-yl)(morpholino)methanone